The molecule is an organic cation obtained by protonation at position 3 in the oxazole ring of indolmycin. It is the major microspecies at pH 7.3 (according to Marvin v 6.2.0.). It is a conjugate acid of an indolmycin. C[C@@H]([C@H]1C(=O)NC(=[NH+]C)O1)C2=CNC3=CC=CC=C32